CC1(OB(OC1(C)C)C=1C=C(C#N)C=CC1)C 3-(4,4,5,5-tetramethyl-1,3,2-dioxaborolan-2-yl)benzonitrile